P(=O)([O-])([O-])[O-].[Ca+2].[Ca+2] di-Calcium phosphate